N-({4-[2-(dimethylamino)pyrimidine-5-sulfonyl]phenyl}methyl)furo[2,3-c]pyridine-2-carboxamide CN(C1=NC=C(C=N1)S(=O)(=O)C1=CC=C(C=C1)CNC(=O)C1=CC=2C(=CN=CC2)O1)C